BrC1=CC=C(C=C1)C(C1CC1)N(C(OC(C)(C)C)=O)C tert-butyl ((4-bromophenyl)(cyclopropyl)methyl)(methyl)carbamate